C(CCCCCCC\C=C/CCCCCCCC)(=O)C(CC(CCCCCCC\C=C/CCCCCCCC)=O)SCCCN(C)C 1,2-Dioleoylethylthio-3-dimethylaminopropane